C(C)OC(C[C@@H](C=1C=C(C(=CC1)OC)C1=CC(=CC=C1)OC(F)(F)F)NC(=O)NC=1C(N(C(=CC1O)C)C)=O)=O (S)-3-(3-(4-hydroxy-1,6-dimethyl-2-oxo-1,2-dihydropyridin-3-yl)ureido)-3-(6-methoxy-3'-(trifluoromethoxy)biphenyl-3-yl)propanoic acid ethyl ester